spiro[cyclobutane-1,3'-[3H]indol]-2'-amine N1=C(C2(C3=CC=CC=C13)CCC2)N